1-(2-methoxyethyl)-3-ethylimidazole COCCN1CN(C=C1)CC